3,8a-Dimethyl-5-methylene-2-oxo-2,4,4a,5,6,7,8,8a,9,9a-decahydronaphtho[2,3-b]furan-8-yl acetate C(C)(=O)OC1CCC(C2CC=3C(OC(C3C)=O)CC12C)=C